C=1N=CN2C1C1=CC=CC=C1C2C2COCCCC2O 3-(5H-Imidazo[5,1-a]isoindol-5-yl)oxepan-4-ol